(E)-2-methyl-2-(6-(2-nitrovinyl)pyridin-2-yl)propionic acid ethyl ester C(C)OC(C(C)(C1=NC(=CC=C1)\C=C\[N+](=O)[O-])C)=O